5-fluoro-4-hydroxymethyl-1,3-dioxolan-2-one FC1C(OC(O1)=O)CO